3-(8-Dimethylamino-2-oxo-8-phenyl-1,3-diazaspiro[4.5]decan-3-yl)-2,2-dimethyl-propionitrile CN(C1(CCC2(CN(C(N2)=O)CC(C#N)(C)C)CC1)C1=CC=CC=C1)C